2-chloro-5-(dimethoxymethyl)benzaldehyde ClC1=C(C=O)C=C(C=C1)C(OC)OC